CC1CC(C1)(C1=NN=CN1C)C=1C=C(C=CC1)C1=CN=C2N(C1=O)C=C(C=C2C(F)(F)F)CN2C[C@H](CCC2)C 3-(3-((1S,3R)-3-methyl-1-(4-methyl-4H-1,2,4-triazol-3-yl)cyclobutyl)phenyl)-7-(((S)-3-methylpiperidin-1-yl)methyl)-9-(trifluoromethyl)-4H-pyrido[1,2-a]pyrimidin-4-one